acrylamide methyl-4-(4-((8-(3-acrylamidophenyl)quinazolin-2-yl)amino)phenyl)-1-methylpiperazine-2-carboxylate COC(=O)C1N(CCN(C1)C1=CC=C(C=C1)NC1=NC2=C(C=CC=C2C=N1)C1=CC(=CC=C1)NC(C=C)=O)C.C(C=C)(=O)N